(S)-3-((2-methylbenzyl)amino)-4-oxo-4,6,7,8-tetrahydropyrrolo[1,2-a]pyrimidine-6-carboxylic acid CC1=C(CNC2=CN=C3N(C2=O)[C@@H](CC3)C(=O)O)C=CC=C1